C(C)(C)(C)[SnH2]C(C)(C)C di-tert-butylstannane